(1R,5R,6R)-3-(7-(8-ethynyl-3-hydroxynaphthalen-1-yl)-8-fluoro-2-(((2R,7aS)-2-fluorotetrahydro-1H-pyrrolizin-7a(5H)-yl)methoxy)quinazolin-4-yl)-3-azabicyclo[3.2.1]octan-6-ol C(#C)C=1C=CC=C2C=C(C=C(C12)C1=CC=C2C(=NC(=NC2=C1F)OC[C@]12CCCN2C[C@@H](C1)F)N1C[C@H]2C[C@H]([C@@H](C1)C2)O)O